COC=1C=C2C(=NC(=NC2=CC1OC)C)NC(C)C=1SC(=CC1)C1=C(C=CC=C1)CNC1=NNC=C1 6,7-dimethoxy-2-methyl-N-[1-(5-{2-[(1H-pyrazol-3-ylamino)methyl]phenyl}thiophen-2-yl)ethyl]quinazolin-4-amine